1-[4-(phenylthio)-phenyl]-1,2-octanedione-2-(O-benzoyloxime) C(C1=CC=CC=C1)(=O)ON=C(C(=O)C1=CC=C(C=C1)SC1=CC=CC=C1)CCCCCC